FC=1C=C(C=C2C3=C(NC12)CC1CCC3N1C(=O)C1=NNC(=C1)C(F)(F)F)C (4-fluoro-2-methyl-5,6,7,8,9,10-hexahydro-7,10-epiminocyclohepta[b]indol-11-yl)(5-(trifluoromethyl)-1H-pyrazol-3-yl)methanone